N-(2,5-difluoro-3-(5-((1R,2S)-2-fluorocyclopropyl)-1,2,4-oxadiazol-3-yl)-6-methylphenyl)imidazo[1,2-a]pyridine-3-carboxamide FC1=C(C(=C(C=C1C1=NOC(=N1)[C@@H]1[C@H](C1)F)F)C)NC(=O)C1=CN=C2N1C=CC=C2